2-(3,4-diamino-2-fluorophenyl)-4,4-difluoropentanoic acid methyl ester COC(C(CC(C)(F)F)C1=C(C(=C(C=C1)N)N)F)=O